BrC1=CC(=C(C(=C1)N)N)F 5-bromo-3-fluoro-benzene-1,2-diamine